2-(3-((6-((3-hydroxypropyl)amino)pyrimidin-4-yl)oxy)pyrrolidin-1-yl)acetamide OCCCNC1=CC(=NC=N1)OC1CN(CC1)CC(=O)N